6-chloro-4-methoxy-N-((1r,4r)-4-methylcyclohexyl)pyridineamide ClC1=CC(=CC(=N1)C(=O)NC1CCC(CC1)C)OC